alpha-hydroxy-anisole OCOC1=CC=CC=C1